1-(2-chloro-3-hydroxyphenyl)-3-((2-(2,6-dioxopiperidin-3-yl)-1-oxoisoindolin-5-yl)methyl)urea ClC1=C(C=CC=C1O)NC(=O)NCC=1C=C2CN(C(C2=CC1)=O)C1C(NC(CC1)=O)=O